4-(Boc-amino)phenylacetic acid C(=O)(OC(C)(C)C)NC1=CC=C(C=C1)CC(=O)O